2,6-dimethoxy-4-[5-[1-(1-methyl-4-piperidyl)pyrazol-4-yl]benzimidazol-1-yl]-N-(2,2,2-trifluoroethyl)benzamide COC1=C(C(=O)NCC(F)(F)F)C(=CC(=C1)N1C=NC2=C1C=CC(=C2)C=2C=NN(C2)C2CCN(CC2)C)OC